C(C)(C)(C)OC(CNC1CCN(CC1)C1=NC=C(C=N1)C(F)(F)F)=O (1-(5-(Trifluoromethyl)pyrimidin-2-yl)piperidin-4-yl)glycine tert-butyl ester